ClC=1C=CC(=NC1)N1N=NC(=C1COC1=CC=C(N=N1)N1CC(NCC1)=O)C 4-(6-((1-(5-Chloropyridin-2-yl)-4-methyl-1H-1,2,3-triazol-5-yl)methoxy)pyridazin-3-yl)piperazin-2-one